3-[1-[(2-fluorophenyl)methyl]imidazol-4-yl]-N-methyl-4-[[5-(trifluoromethyl)-2-pyridinyl]amino]benzenesulfonamide FC1=C(C=CC=C1)CN1C=NC(=C1)C=1C=C(C=CC1NC1=NC=C(C=C1)C(F)(F)F)S(=O)(=O)NC